CC(=C)[C@@H]1CC[C@]2([C@H]1[C@H]3CC[C@H]4[C@]([C@@]3(CC2)C)(CC[C@@H]5[C@@]4([C@@H](C[C@H](C5(C)C)O)O)C)C)C The molecule is a pentacyclic triterpenoid that is lup-20(29)-ene substituted by hydroxy groups at positions 1 and 3 respectively (the 1beta,3alpha-stereoisomer). It has been isolated from Breynia fruticosa. It has a role as a plant metabolite. It is a pentacyclic triterpenoid and a diol. It derives from a hydride of a lupane.